1'-cyclopropyl-5',6'-difluoro-1'H-[1,2'-bibenzo[d]imidazole]-6-carboxylic acid methyl ester COC(=O)C=1C=CC2=C(N(C=N2)C2=NC3=C(N2C2CC2)C=C(C(=C3)F)F)C1